(E)-ethyl 6-bromo-2,2-dimethylhex-4-enoate BrC/C=C/CC(C(=O)OCC)(C)C